[OH-].[OH-].C(CCCCC[N+]1=CC(=C(C=C1)C)C)[N+]1=CC(=C(C=C1)C)C 1,1'-(hexane-1,6-diyl)bis(3,4-dimethylpyridin-1-ium) dihydroxide